Cl.N[C@@H](CC(=O)OCC)C1=C(C=CC(=C1)Br)F Ethyl (S)-3-amino-3-(5-bromo-2-fluorophenyl)propanoate hydrochloride